CN1C(=CC2=NC=C(C=C21)C2=C(C=O)C=CC=C2)C2=CC=C(C=C2)S(=O)(=O)C (1-methyl-2-(4-(methylsulfonyl)phenyl)-1H-pyrrolo[3,2-b]pyridin-6-yl)benzaldehyde